C(C)(=O)OCCCCCCCC\C=C/CCCC Z-9-tetradecenyl acetate